rac-methyl 3-(3-((1r,3r)-1-(2-(5-((6,7-difluoro-4-(methylsulfonyl)-1H-indol-5-yl)oxy)-2-fluorophenyl)-1H-imidazol-5-yl)-3-methoxy-3-methylcyclobutyl)phenyl)propanoate FC1=C(C(=C2C=CNC2=C1F)S(=O)(=O)C)OC=1C=CC(=C(C1)C=1NC(=CN1)C1(CC(C1)(C)OC)C=1C=C(C=CC1)CCC(=O)OC)F